[P].C(C)(C)(C)C1=C(C=CC(=C1)C(C)(C)C)O.C(C)(C)(C)C1=C(C=CC(=C1)C(C)(C)C)O.C(C)(C)(C)C1=C(C=CC(=C1)C(C)(C)C)O tris(2,4-di-tert-butylphenol) phosphorus